ClC1=C(C(=C(C=C1OC)OC)Cl)C1=CC2=C(N=C(N=C2)N[C@@H]2COCC[C@@H]2NC(C=C)=O)C(=N1)NCC1CN(C1)C N-((3S,4S)-3-((6-(2,6-dichloro-3,5-di-methoxyphenyl)-8-(((1-methylazetidin-3-yl)methyl)amino)pyrido[3,4-d]pyrimidin-2-yl)amino)tetrahydro-2H-pyran-4-yl)acrylamide